(S)-4-(2-amino-2-phenylacetylamino)-2-methoxybenzoic acid tert-butyl ester C(C)(C)(C)OC(C1=C(C=C(C=C1)NC([C@H](C1=CC=CC=C1)N)=O)OC)=O